FC=1C=C(COC=2C=C3N(C(N2)=O)CC24N3C(CC2)CC4)C=CC1OC=1C=NC(=CC1)C(F)(F)F 3-((3-fluoro-4-((6-(trifluoromethyl)pyridin-3-yl)oxy)benzyl)oxy)-7,8-dihydro-1H,6H,9H-6,8a-ethanopyrrolo[1',2':3,4]imidazo[1,2-c]pyrimidin-1-one